4-((6-nitro-3',6'-dihydro-[3,4'-bipyridin]-1'(2'H)-yl)methyl)cyclohexan-1-one [N+](=O)([O-])C1=CC=C(C=N1)C=1CCN(CC1)CC1CCC(CC1)=O